(1-aminocyclopropyl)(3-((4-fluorophenyl)amino)-8,8-dimethyl-2-(3,4,5-trifluorophenyl)-5,6-dihydroimidazo[1,2-a]pyrazin-7(8H)-yl)methanone NC1(CC1)C(=O)N1C(C=2N(CC1)C(=C(N2)C2=CC(=C(C(=C2)F)F)F)NC2=CC=C(C=C2)F)(C)C